N1C(=NC2=C1C=CC=C2)CSC2=NC1=NC=CN=C1C(N2C2=CC=C(C#N)C=C2)=O 4-(2-(((1H-Benzo[d]imidazol-2-yl)methyl)thio)-4-oxopteridin-3(4H)-yl)benzonitrile